N1=CN=CC2=CC=CC(=C12)C#N quinazolin-8-carbonitrile